COC[C@](C(=O)[O-])(C)NCC1=C2C(=NC=C1[N+](=O)[O-])N(C=C2)S(=O)(=O)C2=CC=CC=C2 (S)-2-(methoxymethyl)-2-((5-nitro-1-(benzenesulfonyl)-1H-pyrrolo[2,3-b]pyridin-4-yl) Methyl amino)propionate